(S)-1-((1-acetylpiperidin-3-yl)methyl)-3-(5-chloro-4-(5,5-dimethyl-5,6-dihydro-4H-pyrrolo[1,2-b]pyrazol-3-yl)pyridin-2-yl)urea C(C)(=O)N1C[C@@H](CCC1)CNC(=O)NC1=NC=C(C(=C1)C1=C2N(N=C1)CC(C2)(C)C)Cl